ClC1=C(C(=O)N)C=CC(=C1)C1=NN=NN1C 2-chloro-4-(methyl-1H-tetrazol-5-yl)-benzamide